OC=1C(=C2CC[C@](OC2=C(C1C)C)(C(=O)N[C@H]1CNCCC1)C)C (S)-6-hydroxy-2,5,7,8-tetramethyl-N-((R)-piperidin-3-yl)chromane-2-carboxamide